NCC=1C=C(C=CC1)C=1C=C(N)C=CC1 3-[3-(aminomethyl)phenyl]aniline